4-bromo-3-cyclopropyl-5-fluorophenol BrC1=C(C=C(C=C1F)O)C1CC1